methyl (S)-2-amino-3-(3,4-dichlorophenyl)propanoate N[C@H](C(=O)OC)CC1=CC(=C(C=C1)Cl)Cl